COC1=C(C=C(N)C=C1)CS(=O)(=O)C 4-methoxy-3-(methylsulfonylmethyl)aniline